COC1=C(C=CC(=C1)OC)CNC(=O)C1=CC2=C(C(=N1)C=1N=C(OC1C(=O)OCC)C=1N(N=C(C1OCC1=CC=C(C=C1)OC)C)CC)C=NN2C ethyl 4-[6-[(2,4-dimethoxyphenyl)methylcarbamoyl]-1-methyl-pyrazolo[4,3-c]pyridin-4-yl]-2-[2-ethyl-4-[(4-methoxyphenyl)methoxy]-5-methyl-pyrazol-3-yl]oxazole-5-carboxylate